4-{[2-methoxy-3-(2-methyl-2H-1,2,3-triazol-4-yl)phenyl]amino}-N-(2H3)methyl-6-[(1S,2R)-2-methylcyclopropaneamido]pyridazine-3-carboxamide COC1=C(C=CC=C1C1=NN(N=C1)C)NC1=C(N=NC(=C1)NC(=O)[C@@H]1[C@@H](C1)C)C(=O)NC([2H])([2H])[2H]